ClC1=C(C=CC=C1)C=1C(NC(C1C1=CN(C2=CC=CC=C12)C)=O)=O 3-(2-chlorophenyl)-4-(1-methylindol-3-yl)-1H-pyrrole-2,5-dione